N-[2-(4,4-difluoro-2-piperidyl)-4-(2-fluorophenyl)-3-pyridyl]-2-isopropyl-pyrimidine-5-carboxamide FC1(CC(NCC1)C1=NC=CC(=C1NC(=O)C=1C=NC(=NC1)C(C)C)C1=C(C=CC=C1)F)F